CC=1N(C(=CN1)[N+](=O)[O-])CCOC1(CO)[C@@H](O)[C@H](O[C@H]2[C@H](O)[C@@H](O)[C@@H](O)[C@H](O2)CO)[C@H](O1)CO 2-Methyl-5-nitro-1-{2-{[4-O-(β-D-galactopyranosyl)-D-fructofuranosyl]oxy}ethyl}imidazol